FC=1C=C2C(=NC1)C(=C(N2)C2=C(C=NC=C2)OCCNC)C2=CC=CC=C2 2-{[4-(6-fluoro-3-phenyl-1H-pyrrolo[3,2-b]pyridin-2-yl)pyridin-3-yl]oxy}-N-methylethan-1-amine